5-(tert-butoxycarbonyl)-3-ethyl-5,6,7,8-tetrahydro-4H-pyrazolo[1,5-a][1,4]diazepine-2-carboxylic acid C(C)(C)(C)OC(=O)N1CC=2N(CCC1)N=C(C2CC)C(=O)O